7-(5-fluoro-2-methyl-4-(4H-1,2,4-triazol-3-yl)phenyl)-1-(2-(tetrahydro-2H-pyran-4-yl)ethyl)-3,4-dihydropyrazino[2,3-b]pyrazin-2(1H)-one FC=1C(=CC(=C(C1)C1=CN=C2C(=N1)N(C(CN2)=O)CCC2CCOCC2)C)C2=NN=CN2